((1R,5S,8S)-3-oxabicyclo[3.2.1]octan-8-yl)-1-chloropyrido[3,4-d]pyridazin-4-amine [C@@H]12COC[C@@H](CC1)C2C2=NC=CC=1C2=C(N=NC1Cl)N